2-fluoro-3-methyl-4-nitrobenzoic acid FC1=C(C(=O)O)C=CC(=C1C)[N+](=O)[O-]